methyl (S)-3,7-dimethyl-2-((R)-2-phenylpropyl)-3,7,8,9-tetrahydro-6H-imidazo[4,5-f]quinoline-6-carboxylate CN1C(=NC2=C3CC[C@@H](N(C3=CC=C21)C(=O)OC)C)C[C@@H](C)C2=CC=CC=C2